C(C1=CC=CC=C1)N(C1C(CN(CC1)C1=CC=C(C=C1)C=1C(=NC(=CC1)OCC1=CC=CC=C1)OCC1=CC=CC=C1)(F)F)C N-benzyl-1-[4-(2,6-dibenzyloxy-3-pyridinyl)phenyl]-3,3-difluoro-N-methyl-piperidin-4-amine